ClC=1C=CC(=NC1)N1CCC(CC1)NC(=O)NC=1C=NC=CC1 1-(1-(5-Chloropyridin-2-yl)piperidin-4-yl)-3-(pyridin-3-yl)urea